isobutyl α-cyano-4-hydroxycinnamate C(#N)C(C(=O)OCC(C)C)=CC1=CC=C(C=C1)O